NCCCC[C@@H]1NC(CNCC2=CC=CN=C2SC2=C(C=C(C=C2CNC([C@@H](N(C1=O)C)CC1=CNC2=CC=CC=C12)=O)Cl)Cl)=O (14S,17S)-14-(4-Amino-butyl)-23,25-dichloro-17-(1H-indol-3-ylmethyl)-16-methyl-2-thia-4,10,13,16,19-pentaaza-tricyclo[19.4.0.0*3,8*]pentacosa-1(25),3,5,7,21,23-hexaene-12,15,18-trione